ethyl (6R)-6-fluoro-1-methylenetetrahydro-1H-pyrrolizine-7a(5H)-carboxylate F[C@H]1CN2CCC(C2(C1)C(=O)OCC)=C